5-fluoro-8-(4-fluorophenyl)-9-(5-methyl-7-oxo-4,6-diazaspiro-[2.4]hept-4-en-6-yl)-8,9-dihydro-2H-pyrido[4,3,2-de]phthalazin-3(7H)-one-7-carboxylic acid tert-butyl ester C(C)(C)(C)OC(=O)N1C(C(C2=NNC(C=3C=C(C=C1C23)F)=O)N2C(=NC3(CC3)C2=O)C)C2=CC=C(C=C2)F